N1=NN(C2=NC=CC=C21)C2=CC(=C(C(=O)N([C@H]1CNCCC1)C1=NC=CC3=CC(=CC=C13)C#N)C=C2)F (R)-4-(3H-[1,2,3]triazolo[4,5-b]pyridin-3-yl)-2-fluoro-N-(6-cyanoisoquinolin-1-yl)-N-(piperidin-3-yl)benzamide